C(C)C1(NC=NC(=N1)C1=CC=CC=C1)CC 4,4-diethyl-6-phenyl-1,3,5-triazine